(S)-5-(5-ethyl-1,2,4-oxadiazol-3-yl)-N-phenyl-2,3-dihydro-1H-indene-1-carboxamide C(C)C1=NC(=NO1)C=1C=C2CC[C@@H](C2=CC1)C(=O)NC1=CC=CC=C1